N1C(=NC2=C1C=CC=N2)C2=CC=CC=1N=NNC12 imidazopyridinyl-(azabenzimidazole)